2-(4-(1-isopropyl-4-(trifluoromethyl)-1H-imidazol-2-yl)benzyl)-6-methyl-1,3,6,2-dioxazaborocane-4,8-dione C(C)(C)N1C(=NC(=C1)C(F)(F)F)C1=CC=C(CB2OC(CN(CC(O2)=O)C)=O)C=C1